ethylamino(ethyl)amine C(C)NNCC